The molecule is the dihydrate form of amidotrizoic acid. Both the dihydrate and the anhydrous form are used as X-ray contrast media. It has a role as a radioopaque medium. It contains an amidotrizoic acid. CC(=O)NC1=C(C(=C(C(=C1I)C(=O)O)I)NC(=O)C)I.O.O